CC1=C(OCC(=O)O)C=CC(=C1)SCN1N=CN(C1=O)C1=CC=C(C=C1)C(F)(F)F 2-(2-Methyl-4-(((5-oxo-4-(4-(trifluoromethyl)phenyl)-4,5-dihydro-1H-1,2,4-triazol-1-yl)methyl)thio)phenoxy)acetic acid